Diethyl (4-(6-amino-5-(3-(4-isopropylphenyl)propanamido)-2,4-dioxo-3-(prop-2-yn-1-yl)-3,4-dihydropyrimidin-1(2H)-yl)butyl)phosphonate NC1=C(C(N(C(N1CCCCP(OCC)(OCC)=O)=O)CC#C)=O)NC(CCC1=CC=C(C=C1)C(C)C)=O